acryloxyheptadecyltrichlorosilane C(C=C)(=O)OCCCCCCCCCCCCCCCCC[Si](Cl)(Cl)Cl